C(CC)S(=O)(=O)OC1C=CC(S1=N)=C(C#N)C1=C(C=CC=C1)C 5-propylsulfonyloxy-imino-5H-thiophen-2-ylidene-(2-methylphenyl)acetonitrile